oxolan-2-yl-methyl acrylate (tetrahydrofurfuryl acrylate) C(C1CCCO1)C(C(=O)O)=C.C(C=C)(=O)OCC1OCCC1